NCCCCC=O delta-aminopentanal